2-acetyl-5-[3-(trifluoromethyl)phenoxy]Pyridine-4-carboxylic acid C(C)(=O)C1=NC=C(C(=C1)C(=O)O)OC1=CC(=CC=C1)C(F)(F)F